(3-{6-azaspiro[2.5]oct-6-yl}-4-{5-[2-(4,4-difluoropiperidin-1-yl)-3-fluoro-6-methylpyridin-4-yl]-1,3,4-oxadiazol-2-yl}phenyl)-2-hydroxyethane-1-sulfonamide C1CC12CCN(CC2)C=2C=C(C=CC2C=2OC(=NN2)C2=C(C(=NC(=C2)C)N2CCC(CC2)(F)F)F)C(CO)S(=O)(=O)N